C(C)N1N=C(C=C1C1=NNC(=N1)C=1N=C(N2C1C=NC(=C2)C)C(=O)N)C 1-[3-(2-ethyl-5-methyl-pyrazol-3-yl)-1H-1,2,4-triazol-5-yl]-6-methyl-imidazo[1,5-a]pyrazine-3-carboxamide